C12C(CC(C=C1)C2)CC(CC2C1C=CC(C2)C1)CC1C2C=CC(C1)C2 5,5'-(2-(bicyclo[2.2.1]hept-5-en-2-ylmethyl)propane-1,3-diyl)bis(bicyclo[2.2.1]hept-2-ene)